N-[(2,6-dichlorophenyl)methyleneamino]acetamide ClC1=C(C(=CC=C1)Cl)C=NNC(C)=O